Dimethyl(2-methacryloyloxyethyl)(2-phosphonatoethyl)aminium C[N+](CCP(=O)([O-])[O-])(CCOC(C(=C)C)=O)C